(R)-1-(2-chloropyridin-3-yl)ethyl (4-(5-(1-cyanocyclopropane-1-carboxamido) pyridin-2-yl) 1-methyl-1H-1,2,3-triazol-5-yl)carbamate C(#N)C1(CC1)C(=O)NC=1C=CC(=NC1)C=1N=NN(C1NC(O[C@H](C)C=1C(=NC=CC1)Cl)=O)C